C(C(C)C)NC(C=CC=CCCCCCCC=CCCCCC)=O N-isobutyl-2,4,12-octadecatrienamide